BrC1=CC=C(OCC[C@@H]2[C@@H]3C(CC[C@@](C3CCC2=C)(C)CO)C)C=C1 (1R,2R,4aS,5R)-5-(2-(4-bromophenoxy)ethyl)-1-(hydroxymethyl)-1,4-dimethyl-6-methylenedecahydronaphthalene